4,7,13,16,21-Pentaoxa-1,10-diazabicyclo[8.8.5]tricosane N12CCOCCOCCN(CCOCCOCC1)CCOCC2